BrC=1N(C2=NC=NC(=C2N1)Cl)C(CCO)CCCCCCCCC 3-(8-Bromo-6-chloro-9H-purin-9-yl)dodecan-1-ol